N1CCC12CN(C2)C=2C=CC=1N=CN=C(C1N2)NC=2C=NC(=NC2)OC(C)C 6-(1,6-diazaspiro[3.3]heptan-6-yl)-N-(2-isopropoxypyrimidin-5-yl)pyrido[3,2-d]pyrimidin-4-amine